(+)-5,7-dibromo-1-(sec-butyl)-3-methyl-1H-pyrazolo[4,3-b]Pyridine BrC1=CC(=C2C(=N1)C(=NN2C(C)CC)C)Br